OCC(COC(CCCCCCC\C=C/C\C=C/CCCCC)=O)CO.ClC1=CC=C(OCC2=NN=C(S2)NC(C2=C(C=NC=C2)C2=C(C=CC=C2OC)F)=O)C=C1 N-(5-((4-Chlorophenoxy)methyl)-1,3,4-thiadiazol-2-yl)-3-(2-fluoro-6-methoxyphenyl)isonicotinamide [3-hydroxy-2-(hydroxymethyl)propyl](9Z,12Z)-octadeca-9,12-dienoate